4-((tert-butyldiphenylsilyl)oxy)-3-fluoropiperidine-1-carboxylic acid benzyl ester C(C1=CC=CC=C1)OC(=O)N1CC(C(CC1)O[Si](C1=CC=CC=C1)(C1=CC=CC=C1)C(C)(C)C)F